Cl.N(C)CC(=O)OCC ethyl sarcosinate hydrochloride